3-((5-bromo-2-(cyclopropylamino)phenyl)sulfonamido)-5-cyclopropyl-2-hydroxybenzoic acid BrC=1C=CC(=C(C1)S(=O)(=O)NC=1C(=C(C(=O)O)C=C(C1)C1CC1)O)NC1CC1